BrC=1C=C(C=2N(C1)C=C(N2)C(=O)OC(C)(C)C)[C@H](C(F)(F)F)O |o1:17| tert-Butyl (R or S)-6-bromo-8-(2,2,2-trifluoro-1-hydroxyethyl)imidazo[1,2-a]pyridine-2-carboxylate